ethyl 4-amino-5-[[(3S)-4,4-dimethyltetrahydrofuran-3-yl]amino]-2-methoxy-benzoate NC1=CC(=C(C(=O)OCC)C=C1N[C@@H]1COCC1(C)C)OC